ClC1=NC=C(C(=C1)N1C(C2(CC1)CCNCC2)=O)C#CC=2C=NN(C2)C (2-chloro-5-((1-methyl-1H-pyrazol-4-yl)ethynyl)pyridin-4-yl)-2,8-diazaspiro[4.5]decan-1-one